1-hexylimidazolium C(CCCCC)N1C=[NH+]C=C1